(2Z)-3-[7-chloro-1-(oxan-2-yl)indazol-6-yl]-2-fluoro-N-(6-methoxy-2,4-dimethylpyridin-3-yl)prop-2-enamide ClC=1C(=CC=C2C=NN(C12)C1OCCCC1)\C=C(\C(=O)NC=1C(=NC(=CC1C)OC)C)/F